(R)-5-(4-((7-ethyl-6-oxo-5,6-dihydro-1,5-naphthyridin-3-yl)methyl-d2)piperazin-1-yl)-6-(methyl-d3)-N-(tetrahydrofuran-3-yl)picolinamide C(C)C=1C(NC=2C=C(C=NC2C1)C(N1CCN(CC1)C=1C=CC(=NC1C([2H])([2H])[2H])C(=O)N[C@H]1COCC1)([2H])[2H])=O